FC=1C=CC(=C2C(CCC12)=O)S(=NC#N)C N-((7-Fluoro-3-oxo-2,3-dihydro-1H-inden-4-yl)(methyl)λ4-sulfanylidene)cyanamide